ClC1=C(C=C(C=C1)F)N=C(N)C1=C(C=2N(N=C1)C=C(C2)C=2C=NC(=CC2C)OC)N[C@@H]2COCC2 N'-(2-chloro-5-fluoro-phenyl)-6-(6-methoxy-4-methyl-3-pyridyl)-4-[[(3S)-tetrahydrofuran-3-yl]amino]pyrrolo[1,2-b]pyridazine-3-carboxamidine